O=C1NC(CCC1N1C(C2=CC=CC(=C2C1)CN1CCNCC1)=O)=O 4-((2-(2,6-dioxopiperidin-3-yl)-1-oxoisoindoline-4-yl)methyl)piperazine